OCCCCCCNC(=O)NC1=CC=CC=C1 1-(6-hydroxyhexyl)-3-phenylurea